CC=1NC(=C(CC1C(=O)OCC)C(=O)[O-])C ethyl 2,6-dimethyl-1,4-dihydropyridine-3,5-dicarboxylate